(S)-4-(2-Cyclopropyl-6-(4-fluoro-6-((2-(methoxymethyl)pyrrolidin-1-yl)methyl)-1-oxoisoindolin-2-yl)pyridin-4-yl)-3-(4-methyl-4H-1,2,4-triazol-3-yl)benzonitrile C1(CC1)C1=NC(=CC(=C1)C1=C(C=C(C#N)C=C1)C1=NN=CN1C)N1C(C2=CC(=CC(=C2C1)F)CN1[C@@H](CCC1)COC)=O